FC1=CC(=C(OC=2C(=CC(N(C2)C)=O)C=2C3=C(C(N(C2)C)=O)NC(=C3)C(=O)NC(C(F)(F)F)(C)C)C(=C1)C)C 4-(5-(4-fluoro-2,6-dimethylphenoxy)-1-methyl-2-oxo-1,2-dihydropyridin-4-yl)-6-methyl-7-oxo-N-(1,1,1-trifluoro-2-methylpropan-2-yl)-6,7-dihydro-1H-pyrrolo[2,3-c]pyridine-2-carboxamide